ClC1=C(OCC=2N=C3N(C=CC(=C3)C(=O)NCC3=CC=C(C=C3)S(=O)(=O)CC)C2CC)C(=CC=C1)F 2-((2-chloro-6-fluorophenoxy)methyl)-3-ethyl-N-(4-(ethylsulfonyl)benzyl)imidazo[1,2-a]pyridine-7-carboxamide